trans-N1-[8-amino-6-(6-methyl-1H-indazol-5-yl)-3-isoquinolinyl]Cyclopropane-1,2-dicarboxamide NC=1C=C(C=C2C=C(N=CC12)NC(=O)[C@H]1[C@@H](C1)C(=O)N)C=1C=C2C=NNC2=CC1C